C(C)(C)C1=CC=C(C=C1)C=1N=C2N(C=CC=C2)C1CN1CC2C(C1)CN(C2)C(=O)C2=NC(=CC=C2)OC [5-{[2-(4-Isopropylphenyl)imidazo[1,2-a]pyridin-3-yl]methyl}hexahydropyrrolo[3,4-c]pyrrol-2(1H)-yl](6-methoxypyridin-2-yl)methanone